Methyl-6-chloro-5-(trifluoromethyl)pyridazin-3-ol CC1=C(N=NC(=C1C(F)(F)F)Cl)O